C(C)C(C(=O)OOC(CCCC)=O)CCCC valeroyl 2-ethylhexanoyl peroxide